FC(CN1C=2C3=CN=C(C(O[C@@H](C4=CC(=CC=C4C4=NN(C=C4CC2C=N1)C)F)C)=C3)N)F (19R)-3-(2,2-difluoroethyl)-16-fluoro-10,19-dimethyl-20-oxa-3,4,10,11,23-pentaazapentacyclo[19.3.1.02,6.08,12.013,18]pentacosa-1(24),2(6),4,8,11,13,15,17,21(25),22-decaen-22-amine